N1C(=CC2=CC=CC=C12)C(=O)OCC Ethyl indolate